3-(5-(3-((4'-fluoro-5,5-dimethyl-3,4,5,6-tetrahydro-[1,1'-biphenyl]-2-yl)methyl)-3,8-diazabicyclo[3.2.1]octane-8-yl)-1-oxoisoindolin-2-yl)piperidine-2,6-dione FC1=CC=C(C=C1)C1=C(CCC(C1)(C)C)CN1CC2CCC(C1)N2C=2C=C1CN(C(C1=CC2)=O)C2C(NC(CC2)=O)=O